ethyl 6,8-Dimethylsulfonyloxy-octanoate CS(=O)(=O)OC(CCCCC(=O)OCC)CCOS(=O)(=O)C